NC=1C=2N(C3=CC(=C(C=C3N1)C(F)(F)F)C(=O)N([C@@H]1COC3=C1C=CC(=C3)C(F)(F)F)C)C=NC2 (S)-4-amino-N-methyl-7-(trifluoromethyl)-N-(6-(trifluoromethyl)-2,3-dihydrobenzofuran-3-yl)imidazo[1,5-a]quinoxaline-8-carboxamide